1-(4-chloro-3-(3-methylimidazo[1,2-a]pyridin-2-yl)phenyl)-N-(3-hydroxy-3-methylbutyl)piperidine-3-carboxamide ClC1=C(C=C(C=C1)N1CC(CCC1)C(=O)NCCC(C)(C)O)C=1N=C2N(C=CC=C2)C1C